4-fluoro-3-(methoxymethyl)aniline FC1=C(C=C(N)C=C1)COC